2-chloro-7,7-dimethyl-7,8-dihydrophosphinolin-5(6H)-one ClC1=PC=2CC(CC(C2C=C1)=O)(C)C